CS(=O)(=O)[O-].C(CCCCCCCC)[N+]1(CCCCC1)C 1-Nonyl-1-methylpiperidinium methansulfonat